6-(1-phenylvinyl)-2-azaspiro[3.3]Heptane C1(=CC=CC=C1)C(=C)C1CC2(CNC2)C1